6H,7H-cyclopenta[d]pyrimidin-4-one N=1C=NC(C=2C1CCC2)=O